(R)-4-(1-(3-amino-5-(trifluoromethyl)phenyl)ethylamino)-7-(2,2-dimethylpyrrolidin-1-yl)-N,N,2-trimethylpyrido[2,3-d]pyrimidine-6-carboxamide NC=1C=C(C=C(C1)C(F)(F)F)[C@@H](C)NC=1C2=C(N=C(N1)C)N=C(C(=C2)C(=O)N(C)C)N2C(CCC2)(C)C